5-(4-((4-(1-ethyl-4-(trifluoromethyl)-1H-imidazol-2-yl)-3-fluorophenyl)amino)-4,5,6,7-tetrahydropyrazolo[1,5-a]pyridin-2-yl)-1-isopropyl-1H-pyrazole-4-carbonitrile C(C)N1C(=NC(=C1)C(F)(F)F)C1=C(C=C(C=C1)NC1C=2N(CCC1)N=C(C2)C2=C(C=NN2C(C)C)C#N)F